OCC1=CC(=CC(=C1O)CO)C 2,6-bis(hydroxymethyl)-4-cresol